N-(1-(4-fluorophenyl)ethyl)nicotinamide FC1=CC=C(C=C1)C(C)NC(C1=CN=CC=C1)=O